C(C)(C)(C)C1=CC=C(C=C1)N1CC2=CC=CC=C2CC1 2-(4-tert-butylphenyl)-1,2,3,4-tetrahydroisoquinoline